COC(C1=CC(=C(C=C1)SCC(=O)OCC)[N+](=O)[O-])=O 4-((2-ethoxy-2-oxoethyl)thio)-3-nitrobenzoic acid methyl ester